CC=1C(=C(C(=O)O)C=CC1)C(C1=CC=CC=C1)=O.COC(C1=C(C=CC=C1)C(C1=CC=CC=C1)=O)=O methyl-o-benzoylbenzoate (Methyl o-benzoylbenzoate)